NC=1C=C(C=C(C1)C(F)(F)F)[C@@H](C)NC=1C2=C(N=C(N1)NC)C=NC(=C2)N2CCC(CC2)(F)F (R)-N4-(1-(3-amino-5-(trifluoromethyl)phenyl)ethyl)-6-(4,4-difluoropiperidin-1-yl)-N2-methylpyrido[3,4-d]pyrimidine-2,4-diamine